2-[(3S)-3-amino-1-piperidyl]ethyl 6-[6-[5-(6-methyl-2-pyridyl)-1H-imidazol-4-yl]-3-quinolyl]pyridine-3-carboxylate CC1=CC=CC(=N1)C1=C(N=CN1)C=1C=C2C=C(C=NC2=CC1)C1=CC=C(C=N1)C(=O)OCCN1C[C@H](CCC1)N